NC1=NC=CC(=N1)C1=CC(=CC2=C1OCC21COC2(CC2)C(N1)=O)Cl 7-(2-aminopyrimidin-4-yl)-5-chloro-2H-dispiro[benzofuran-3,5'-morpholine-2',1''-cyclopropan]-3'-one